C1(=CC=CC=C1)C1(C(NC2=CC=CC=C12)=O)C1=CC=CC=C1 diphenyl-dihydro-indol-2-one